[Al].[Cr].C(C)ON1P(=NP(NP1)(F)(F)F)(F)F 1-ethoxy(pentafluoro)cyclotriphosphazene chromium-aluminum